(R)-N-(7-((R)-1-hydroxyethyl)-5-(isopropylamino)-2,6-naphthyridin-3-yl)piperidine O[C@H](C)C1=NC(=C2C=C(N=CC2=C1)N1CCCCC1)NC(C)C